S1C(=CC=C1)C=CC=CC=1SC=CC1 1,4-bis(2-thienyl)-1,3-butadiene